1-[2-[3-ethylsulfonyl-6-(trifluoromethyl)imidazo[1,2-a]pyridin-2-yl]-3-oxo-isoindolin-5-yl]cyclopropanecarbonitrile C(C)S(=O)(=O)C1=C(N=C2N1C=C(C=C2)C(F)(F)F)N2CC1=CC=C(C=C1C2=O)C2(CC2)C#N